methyl-16,16-dimethyl-1-oxa-4,6-diazacyclohexadecane-2,7-dione CC1C(OC(CCCCCCCCC(NCN1)=O)(C)C)=O